ClC1=CC=C2C(=CNC2=C1OCC#N)S(=O)(=O)NC1=NC(=C(C(=N1)OC)CC(F)F)OC 6-chloro-7-(cyanomethoxy)-N-[5-(2,2-difluoroethyl)-4,6-dimethoxy-pyrimidin-2-yl]-1H-indole-3-sulfonic acid amide